C1(=CC=CC=C1)CCC(C)NC1=C(C=C(C=C1)C1=CC=CC=C1)O 4-((4-Phenyl-2-butyl)amino)-[1,1'-biphenyl]-3-ol